[Si](C)(C)(C(C)(C)C)O[C@H]1[C@@H](O[C@@H]([C@H]1OCSC)CO[Si](C)(C)C(C)(C)C)N1C(N=C(C=C1)NC(C1=CC=CC=C1)=O)=O N-(1-((2R,3R,4R,5R)-3-((tert-butyldimethylsilyl)oxy)-5-(((tert-butyldimethylsilyl)oxy)methyl)-4-((methylthio)methoxy)tetrahydrofuran-2-yl)-2-oxo-1,2-dihydropyrimidin-4-yl)benzamide